FC(CS(=O)(=O)OCCOS(=O)(=O)CC(F)F)F ethylene glycol bis(2,2-difluoroethanesulfonate)